((2R,3R,4R,5R)-4-fluoro-3-hydroxy-4-methyl-5-(6-(methylamino)-2-(2-phenylacetamido)-9H-purin-9-yl)tetrahydrofuran-2-yl)methyl 2-cyclohexylacetate C1(CCCCC1)CC(=O)OC[C@H]1O[C@H]([C@]([C@@H]1O)(C)F)N1C2=NC(=NC(=C2N=C1)NC)NC(CC1=CC=CC=C1)=O